COCCOCCOCCOCCOCC 2,5,8,11,14-pentaoxahexadecan